N-(5-(propanoyl-3,3,3-d3)-4-((2,4,5-trimethyl-1-oxo-1,2,4,5-tetrahydro-[1,2,4]triazolo[4,3-a]quinoxalin-6-yl)amino)pyridin-2-yl)cyclopropanecarboxamide C(CC([2H])([2H])[2H])(=O)C=1C(=CC(=NC1)NC(=O)C1CC1)NC1=C2N(C(C=3N(C2=CC=C1)C(N(N3)C)=O)C)C